BrC=1C2=CN(N=C2C=C(C1)C(=O)OC)CC1=CC=C(C=C1)F methyl 4-bromo-2-(4-fluorophenylmethyl)-2H-indazole-6-carboxylate